Benzyl carbanate C(=O)OCC1=CC=CC=C1